2-(aminomethylamino)adenine NCNC1=NC(=C2NC=NC2=N1)N